OB(C1=C(OCC=2C(=NC=CC2)C#N)C=CC=C1)O 3-[2-(DIHYDROXYBORANYL)PHENOXYMETHYL]PYRIDINE-2-CARBONITRILE